CN(C1CCC(CC1)NC1CCC=2NC3=CC=C(C(=C3C2C1)C1=C(C=CC=C1)C)F)C 3-((4-(Dimethylamino)cyclohexyl)amino)-6-fluoro-5-(o-tolyl)-2,3,4,9-tetrahydro-1H-carbazole